(S)-2-(1-(3-chlorophenyl)-1H-pyrazol-4-yl)-N-(5-((1R,2S)-2-fluorocyclopropyl)-1H-pyrazol-3-yl)propanamide ClC=1C=C(C=CC1)N1N=CC(=C1)[C@@H](C(=O)NC1=NNC(=C1)[C@@H]1[C@H](C1)F)C